4-(4-(2-fluorophenoxy)piperidin-1-yl)benzohydrazide Methyl-4-(4-(2-fluorophenoxy)piperidin-1-yl)benzoate COC(C1=CC=C(C=C1)N1CCC(CC1)OC1=C(C=CC=C1)F)=O.FC1=C(OC2CCN(CC2)C2=CC=C(C(=O)NN)C=C2)C=CC=C1